C1(=CC=CC=C1)NC1=NC(N=C(N1)N)C1=CC=CC=C1 6-N,4-diphenyl-1,4-dihydro-1,3,5-triazine-2,6-diamine